C(C)(=O)N1CC(CCC1)C(=O)N[C@@H](C)C1=NC(=NO1)C1=CC(=NC=C1)C(F)(F)F 1-acetyl-N-[(1S)-1-[3-[2-(trifluoromethyl)-4-pyridinyl]-1,2,4-oxadiazol-5-yl]ethyl]piperidine-3-carboxamide